6-(1H-indazol-6-yl)-N2-[2-[3-(trifluoromethyl)pyrazol-1-yl]ethyl]-1,3,5-triazine-2,4-diamine N1N=CC2=CC=C(C=C12)C1=NC(=NC(=N1)NCCN1N=C(C=C1)C(F)(F)F)N